4-(4-bromopyrimidin-5-yl)-1-Boc-piperidine-4-carboxylic acid BrC1=NC=NC=C1C1(CCN(CC1)C(=O)OC(C)(C)C)C(=O)O